C1(=CC=CC=C1)C(C(=O)O)=O.C(C1=CC=CC=C1)(=O)O benzoic acid (phenylglyoxylate)